ClC1=C(C=C2C(=C(N(C2=C1F)C)C=1NC(=NN1)[C@H](C)N(C)C)N1C=NC=C1)OC (S)-1-(5-(6-chloro-7-fluoro-3-(1H-imidazol-1-yl)-5-methoxy-1-methyl-1H-indol-2-yl)-4H-1,2,4-triazol-3-yl)-N,N-dimethylethan-1-amine